C(C)(=O)N1CC(CC1)(C)N1C=C2C(N=C(N=C2N[C@H](C)C2=C(C(=CC=C2)C(F)F)F)C)=CC1=O 6-(1-Acetyl-3-methylpyrrolidin-3-yl)-4-(((R)-1-(3-(difluoromethyl)-2-fluorophenyl)ethyl)amino)-2-methylpyrido[4,3-d]pyrimidine-7(6H)-one